Methyl 3-chloro-6-(2-chloro-6-methoxy-4-(trifluoromethyl) phenyl)picolinate ClC=1C(=NC(=CC1)C1=C(C=C(C=C1OC)C(F)(F)F)Cl)C(=O)OC